C(C1=CC=CC=C1)OCC1=NN(C(N1CC)=O)C1=NC=2C(=CN(C(C2C=C1F)=O)C=1C=CC(=C(C1)C)F)C(C)C (3-((benzyloxy)methyl)-4-ethyl-5-oxo-4,5-dihydro-1H-1,2,4-triazol-1-yl)-3-fluoro-6-(2-fluoro-5-tolyl)-8-isopropyl-1,6-naphthyridin-5(6H)-one